1,3,4-benzoxadiazepine O1C=NN=CC2=C1C=CC=C2